C(C=C)(=O)N(C=1C(=C(C(=O)Cl)C=CC1)F)C(C1=CC=CC=C1)=O 3-(N-acryloylbenzoylamino)-2-fluorobenzoyl chloride